ClC1=C(N=C(C=2C(N3[C@@H](COC21)CNCC3)=O)N3C(CC(C3)N(C)CCF)(C)C)C3=C(C=CC=C3)F (6aR)-4-chloro-1-(4-((2-fluoroethyl)(methyl)amino)-2,2-dimethylpyrrolidin-1-yl)-3-(2-fluorophenyl)-6,6a,7,8,9,10-hexahydro-12H-pyrazino[2,1-C]pyrido[3,4-f][1,4]oxazepin-12-one